1-[3-(1-hydroxyethyl)-6-[6-[(6-methylpyridazin-3-yl)amino]benzimidazol-1-yl]-2-pyridyl]-5-methyl-pyrazole-4-carbonitrile OC(C)C=1C(=NC(=CC1)N1C=NC2=C1C=C(C=C2)NC=2N=NC(=CC2)C)N2N=CC(=C2C)C#N